(5,6,7,8-tetrahydroquinolin-8-yl)-1,4-butanediamine N1=CC=CC=2CCCC(C12)C(CCCN)N